Tert-Butyl 4-bromobenzylcarbamate BrC1=CC=C(CNC(OC(C)(C)C)=O)C=C1